1,2-dihydro-7H-pyrazolo[3,4-b]pyridine-3,4-dione N1NC(C2=C1NC=CC2=O)=O